2-(3-(3-fluorophenyl)-5-methylthiophen-2-yl)benzoic acid FC=1C=C(C=CC1)C1=C(SC(=C1)C)C1=C(C(=O)O)C=CC=C1